CC=1OC(=CCC1)C=CC1=CC=C(C=C1)N(C)C 2-methyl-6-(4-dimethylaminostyryl)4H-pyran